alpha-(3-aminopropyl)-p-bromophenyl-acetic acid NCCCC(C(=O)O)C1=CC=C(C=C1)Br